C(C)(=O)N[C@H]1[C@@H](O[C@@H]([C@H]([C@@H]1O)O)CO)O[C@H]1[C@@H]([C@H]([C@H](O[C@H]2[C@@H](O)[C@@H](O)[C@H](O)[C@H](O2)CO)O[C@@H]1CO)NC(C)=O)O β-D-mannopyranosyl-(1→4) 2-acetamido-2-deoxy-β-D-glucopyranosyl-(1→4)-2-acetamido-2-deoxy-β-D-glucopyranoside